[ClH2+].CN1CN(C=C1)C 1,3-dimethylimidazole chloronium salt